(2S,4R)-N-((S*)-1-(4-(N-acetoxycarbamimidoyl)thiophen-2-yl)-2-amino-2-oxoethyl)-4-(difluoromethoxy)-1-((4-phenoxybenzoyl)glycyl)pyrrolidine-2-carboxamide C(C)(=O)ONC(=N)C=1C=C(SC1)[C@H](C(=O)N)NC(=O)[C@H]1N(C[C@@H](C1)OC(F)F)C(CNC(C1=CC=C(C=C1)OC1=CC=CC=C1)=O)=O |o1:12|